ethyl 1-(5-amino-3-chloropyridin-2-yl)-1H-pyrazole-4-carboxylate NC=1C=C(C(=NC1)N1N=CC(=C1)C(=O)OCC)Cl